(2S,4r)-1-[(2S)-2-(4-cyclopropyl-triazol-1-yl)-3,3-dimethyl-butyryl]-4-hydroxy-N-[1-methyl-2-(1-oxophthalazin-2-yl)ethyl]pyrrolidine-2-carboxamide prolinate N1[C@@H](CCC1)C(=O)O.C1(CC1)C=1N=NN(C1)[C@H](C(=O)N1[C@@H](C[C@H](C1)O)C(=O)NC(CN1C(C2=CC=CC=C2C=N1)=O)C)C(C)(C)C